COC(=O)NC1=CC=C(C(=O)N[C@H](C(=O)OC)CC2=CC=C(C=C2)N2C(CCCC2)=O)C=C1 (S)-methyl 2-{4-[(methoxycarbonyl) amino] benzoylamino}-3-[4-(2-oxopiperidin-1-yl) phenyl]-propionate